ClC=1SC(=C(N1)C(F)(F)F)C(=O)OC methyl 2-chloro-4-(trifluoromethyl)thiazole-5-carboxylate